2-(3,6-dihydro-2H-pyran-4-yl)-4-[(2-fluoro[1,1'-biphenyl]-4-yl)amino]-6-(prop-2-yl)-5,6-dihydro-7H-pyrrolo[3,4-d]pyrimidin-7-one O1CCC(=CC1)C=1N=C(C2=C(N1)C(N(C2)C(C)C)=O)NC2=CC(=C(C=C2)C2=CC=CC=C2)F